C(CCCCCCC\C=C/CCCCCCCC)(=O)O.NCCC(=O)O beta-alanine oleate